potassium sodium disuccinate C(CCC(=O)[O-])(=O)[O-].C(CCC(=O)O)(=O)O.[Na+].[K+]